ClC1=C(C(=O)C2=CC(=C(C=O)C=C2)F)C=CC=C1 4-(2-chlorobenzoyl)-2-fluorobenzaldehyde